bis(4-methylphenyl)(cyclopentadienyl)(3,6-dimethylfluorenyl)methane 1-propyl-1,2,3,6-tetrahydropyridin-4-yl-triflate C(CC)N1CCC(=CC1)OS(=O)(=O)C(F)(F)F.CC1=CC=C(C=C1)C(C1=CC(=CC=2C3=CC(=CC=C3CC12)C)C)(C1C=CC=C1)C1=CC=C(C=C1)C